(1R,3S)-N-(6-bromo-7-chloroisoquinolin-3-yl)-4,4-difluorospiro[2.2]pentane-1-carboxamide BrC=1C=C2C=C(N=CC2=CC1Cl)NC(=O)[C@@H]1C[C@@]12C(C2)(F)F